C(C)(C)(C)OC(=O)N1CCN(CC1)C(N[C@@H](C(=O)N1[C@H](C[C@@H](C1)O)C(NCC1=CC=C(C=C1)C1=C(N=CS1)C)=O)C(C)(C)C)=O 4-((R)-1-((2R,4S)-4-hydroxy-2-(4-(4-methylthiazol-5-yl)benzylcarbamoyl)pyrrolidin-1-yl)-3,3-dimethyl-1-oxobutan-2-ylcarbamoyl)piperazine-1-carboxylic acid tert-butyl ester